1-hydroxy-ethyl-3,3-dimethylspiro[indoline-2,3'-[3H]-naphtho[2,1-b][1,4]oxazine] OC(C)C1=NC2=C(OC13NC1=CC=CC=C1C3(C)C)C=CC3=CC=CC=C32